3-(trifluoromethyl)cyclobutanecarbohydrazide FC(C1CC(C1)C(=O)NN)(F)F